6-ethylpicolinamide C(C)C1=CC=CC(=N1)C(=O)N